FC1=CC=C(C=C1)C1=NC=C(C=C1)B1OC(C(O1)(C)C)(C)C 2-(4-fluorophenyl)-5-(4,4,5,5-tetramethyl-1,3,2-dioxaborolan-2-yl)pyridine